FC(C1=C(C[C@H](N)C(=O)O)C=CC=C1)(F)F (S)-2-Trifluoromethylphenylalanine